Cyclohexylphosphino-2',6'-dimethoxy-1,1'-biphenyl C1(CCCCC1)PC1=C(C=CC=C1)C1=C(C=CC=C1OC)OC